1-(t-butyl) 2,4-dimethyl (2S,4R)-4-((2-(((r-butoxycarbonyl)amino)methyl)pyridin-3-yl)oxy)pyrrolidine-1,2,4-tricarboxylate C(CCC)OC(=O)NCC1=NC=CC=C1O[C@@]1(C[C@H](N(C1)C(=O)OC(C)(C)C)C(=O)OC)C(=O)OC